1-((3S)-4-(6-chloro-8-fluoro-7-(2-fluoro-6-hydroxy-phenyl)quinazolin-4-yl)-3-isopropyl-piperazin-1-yl)prop-2-en-1-one ClC=1C=C2C(=NC=NC2=C(C1C1=C(C=CC=C1O)F)F)N1[C@H](CN(CC1)C(C=C)=O)C(C)C